COC(C(C)(C)C1=C(C=C(C(=C1)Br)CC(NC1=CC(=NC=C1)C(NC1(CC1)C(F)(F)F)=O)=O)OC)=O.CC1=CC(=NC=C1)C1=NC=CC(=C1)C 4,4'-dimethyl-bipyridine Methyl-2-[5-bromo-2-methoxy-4-[2-oxo-2-[[2-[[1-(trifluoromethyl)cyclopropyl]carbamoyl]-4-pyridyl]amino]ethyl]phenyl]-2-methyl-propanoate